isothiazolo[5,4-b]quinoline S1N=CC=2C1=NC1=CC=CC=C1C2